N2-tert-butyl-N5-(4-chloro-3-(pyridin-2-yl)phenyl)pyridine-2,5-dicarboxamide C(C)(C)(C)NC(=O)C1=NC=C(C=C1)C(=O)NC1=CC(=C(C=C1)Cl)C1=NC=CC=C1